N,N-bis(2-ethylhexyl)-6-methyl-1H-benzotriazole-1-methylamine C(C)C(CN(CN1N=NC2=C1C=C(C=C2)C)CC(CCCC)CC)CCCC